FC=1C=C(C#N)C=C(C1)C=1N=C2N(C(C1)=O)C=C(C=C2)N2CCNCC2 3-Fluoro-5-[4-oxo-7-(piperazin-1-yl)-4H-pyrido[1,2-a]pyrimidin-2-yl]benzonitrile